Cl.S1N=C(C2=C1C=CC=C2)N2CCN(CC2)CCC2CC(C2)N 3-(2-(4-(benzo[d]isothiazol-3-yl)piperazin-1-yl)ethyl)cyclobutan-1-amine hydrochloride